FC=1C=C(SC1C(C)(C)O)S(=O)(N)=NC(NC1=C2C(=NC3=C1CCC3)C3(CC2)CC3)=O 4-Fluoro-5-(2-hydroxypropan-2-yl)-N'-((1',5',6',7'-tetrahydro-2'H-spiro[cyclopropane-1,3'-dicyclopenta[b,e]pyridin]-8'-yl)carbamoyl)thiophene-2-sulfonimidamide